C1(CCCCC1)C=1N(C(=NN1)SCCN1CCCCC1)CC 1-[2-(5-cyclohexyl-4-ethyl-4H-[1,2,4]triazol-3-ylsulfanyl)ethyl]piperidine